N-(2-cyano-6-(6-cyclobutylpyridin-3-yl)phenyl)-4-(5-((1S,2S)-2-fluorocyclopropyl)-1,2,4-oxadiazol-3-yl)-4-methylpiperidine-1-carboxamide C(#N)C1=C(C(=CC=C1)C=1C=NC(=CC1)C1CCC1)NC(=O)N1CCC(CC1)(C)C1=NOC(=N1)[C@H]1[C@H](C1)F